NCC=1C=CC(=NC1)C1=C(C=C(C#N)C=C1)OC=1N(N=C(C1)N1CCCC1)C 4-[5-(aminomethyl)pyridin-2-yl]-3-(2-methyl-5-pyrrolidin-1-ylpyrazol-3-yl)oxybenzonitrile